N1(CCC1)C(=O)C1=CC=C(C=C1)NC1=NC=C(C(=N1)C=1N=C(NC1C1CCOCC1)C)F azetidin-1-yl-[4-[[5-fluoro-4-[2-methyl-(oxan-4-yl)imidazol-4-yl]pyrimidin-2-yl]amino]phenyl]methanone